N-methyl-2-bromoacetamide CNC(CBr)=O